C(C)[C@@H]1N(C[C@H](N(C1)C(C)C1=CC=C(C=C1)C)CC)C=1C=2C(N(C(C1)=O)C)=CN(N2)C2OCCCC2 7-((2S,5R)-2,5-diethyl-4-(1-(p-tolyl)ethyl)piperazin-1-yl)-4-methyl-2-(tetrahydro-2H-pyran-2-yl)-2,4-dihydro-5H-pyrazolo[4,3-b]pyridin-5-one